4-amino-N-methyl-N-((3S)-6-(methyl-sulfonyl)-2,3-dihydro-1-benzo-furan-3-yl)-1,3-dihydrofuro[3,4-c]-[1,7]naphthyridine-8-carboxamide NC1=NC=2C=NC(=CC2C2=C1COC2)C(=O)N([C@@H]2COC1=C2C=CC(=C1)S(=O)(=O)C)C